3-(5-(1-methyl-5-(tetrahydro-2H-pyran-4-yl)-1H-1,2,4-triazol-3-yl)-1-oxoisoindolin-2-yl)piperidine-2,6-dione CN1N=C(N=C1C1CCOCC1)C=1C=C2CN(C(C2=CC1)=O)C1C(NC(CC1)=O)=O